tert-butyl (R)-3-(((6-(methoxycarbonyl)pyridin-3-yl)methyl)carbamoyl)morpholine-4-carboxylate COC(=O)C1=CC=C(C=N1)CNC(=O)[C@@H]1N(CCOC1)C(=O)OC(C)(C)C